FC=1C=C(CN(CC(=O)OC(C)(C)C)CC(=O)OC(C)(C)C)C=C(C1)C=1N=NC=NN1 di-tert-butyl 2,2'-((3-fluoro-5-(1,2,4,5-tetrazin-3-yl)benzyl)azanediyl)diacetate